N6-[4-(cyclopropylsulfonyl)-2-fluorophenyl]-3-(1H-indazol-4-yl)-1-isopropyl-1H-pyrazolo[3,4-d]pyrimidine-4,6-diamine C1(CC1)S(=O)(=O)C1=CC(=C(C=C1)NC1=NC(=C2C(=N1)N(N=C2C2=C1C=NNC1=CC=C2)C(C)C)N)F